2-((R)-4,4-difluoro-3-(1-methyl-6-oxo-1,6-dihydropyridin-3-yl)piperidin-1-yl)-N-(1-(3,5-difluorobenzyl)-1H-imidazol-4-yl)propanamide FC1([C@@H](CN(CC1)C(C(=O)NC=1N=CN(C1)CC1=CC(=CC(=C1)F)F)C)C1=CN(C(C=C1)=O)C)F